ClC1=CC=C(C=C1)C(=O)C1=CC=C(C=C1)OC(C)(C)F (4-chlorophenyl)(4-((2-fluoropropane-2-yl)oxy)phenyl)methanone